acryloyl-oxymethyl-trimellitic acid C(C=C)(=O)OCC1=C(C(C(=O)O)=CC=C1C(=O)O)C(=O)O